(4-((2-ethyl-8-fluoro-3-oxo-3,4-dihydroquinoxalin-6-yl)methyl)piperazin-1-yl)-N-((1s,3s)-3-hydroxycyclobutyl)-6-methylpyridinecarboxamide C(C)C1=NC2=C(C=C(C=C2NC1=O)CN1CCN(CC1)C=1C(=NC(=CC1)C)C(=O)NC1CC(C1)O)F